(2-(3,6-diazabicyclo[3.1.1]heptan-3-yl)-7-(thiazol-2-yl)benzo[d]oxazol-4-yl)methanol C12CN(CC(N1)C2)C=2OC1=C(N2)C(=CC=C1C=1SC=CN1)CO